COC(=O)[C@H]1CCCC=2N1C(N(N2)CC2=NC=C(C=C2Cl)C(F)(F)F)=O |r| Methyl-(5RS)-2-{[3-chloro-5-(trifluoromethyl)pyridin-2-yl]methyl}-3-oxo-2,3,5,6,7,8-hexahydro[1,2,4]triazolo[4,3-a]pyridine-5-carboxylate